N[C@@H](CCC(=O)[O-])C(=O)OC([C@@H](N)CCCNC(N)=N)=O arginyl glutamate